6-methyl-N-[(1s,4s)-4-{[6-chloro-2-(trifluoromethyl)quinolin-4-yl]amino}cyclohexyl]-1-benzothiophene-2-carboxamide CC1=CC2=C(C=C(S2)C(=O)NC2CCC(CC2)NC2=CC(=NC3=CC=C(C=C23)Cl)C(F)(F)F)C=C1